(Z)-5-Dodecenyl acetate (E)-9-Hexadecenyl-acetate C(CCCCCCC\C=C\CCCCCC)CC(=O)O.C(C)(=O)OCCCC\C=C/CCCCCC